ClC=1C=CC=2N(C1)C(=C(N2)C2=NC=1C(=NC=C(C1)C(F)(F)F)N2C)S(=O)(=O)CC 2-(6-chloro-3-ethylsulfonyl-imidazo[1,2-a]pyridin-2-yl)-3-methyl-6-(tri-fluoromethyl)imidazo[4,5-b]pyridine